1-azido-13,13-bis(3-((2-(2-(2-azidoethoxy)ethoxy)ethyl)amino)-3-oxopropyl)-10,15-dioxo-3,6-dioxa-9,14-diazahexacosan-26-oic acid N(=[N+]=[N-])CCOCCOCCNC(CCC(NC(CCCCCCCCCCC(=O)O)=O)(CCC(NCCOCCOCCN=[N+]=[N-])=O)CCC(=O)NCCOCCOCCN=[N+]=[N-])=O